C1(CC1)C1COC2=C(O1)C(=CC(=C2)CN2C=NC=1C2=NC=C(C1)C=1C=NN(C1)C1CCNCC1)OC 3-((2-cyclopropyl-8-methoxy-2,3-dihydrobenzo[b][1,4]dioxin-6-yl)methyl)-6-(1-(piperidin-4-yl)-1H-pyrazol-4-yl)-3H-imidazo[4,5-b]pyridine